C(C)(C)(C)P(C1=C(C(=CC=C1OC)C)C1=C(C=C(C=C1C(C)C)C(C)C)C(C)C)C(C)(C)C 2-(ditertbutylphosphino)-3-methoxy-6-methyl-2',4',6'-tri-isopropyl-1,1'-biphenyl